N,N-distearyl-N,N-dimethyl-ammonium bromide [Br-].C(CCCCCCCCCCCCCCCCC)[N+](C)(C)CCCCCCCCCCCCCCCCCC